C1(CC1)N1CCS(C2=C(C1=O)SC(=C2)C2=NC(=NC=C2C(F)(F)F)NC=2C=C1CCN(CC1=CC2C2CC2)C(C)C)(=O)=O 4-cyclopropyl-7-(2-((7-cyclopropyl-2-isopropyl-1,2,3,4-tetrahydroisoquinolin-6-yl)amino)-5-(trifluoromethyl)pyrimidin-4-yl)-3,4-dihydrothieno[2,3-f][1,4]thiazepin-5(2H)-one 1,1-dioxide